(2s,3r)-ethyl-3-((R)-2,2-dimethyl-1,3-dioxolan-4-yl)-2,3-dihydroxy-2-methylpropionate C(C)OC([C@@]([C@H](O)[C@@H]1OC(OC1)(C)C)(C)O)=O